C[Si](C)(C)C#CC1(CC1)C(=O)N 1-((trimethylsilyl)ethynyl)cyclopropane-1-carboxamide